ClC1=C(C(=CC=C1)Cl)NN1C=NCC1 N-(2,6-dichlorophenyl)-4,5-dihydro-1H-imidazol-1-amine